8-n-propenyl-2-trifluoromethyl-2H-benzopyran-3-carboxylic acid C(=CC)C1=CC=CC=2C=C(C(OC21)C(F)(F)F)C(=O)O